4-fluoro-N-{phenyl-[4-(prop-2-yl)phenyl]methyl}-1-[3-(pyridin-2-yl)propionyl]pyrrolidine-2-carboxamide FC1CC(N(C1)C(CCC1=NC=CC=C1)=O)C(=O)NC(C1=CC=C(C=C1)C(C)C)C1=CC=CC=C1